[(4-bromothien-3-yl)methyl]adenosine BrC=1C(=CSC1)C[C@@]1([C@H](O)[C@H](O)[C@@H](CO)O1)N1C=NC=2C(N)=NC=NC12